FC1=C2C=CNC2=CC(=C1OC=1C=CC(=C(C1)C=1OC=C(N1)[C@]1(COC2=C1C=CC=C2CC(=O)OCC)C)F)F Ethyl (S)-2-(3-(2-(5-((4,6-difluoro-1H-indol-5-yl)oxy)-2-fluorophenyl)oxazol-4-yl)-3-methyl-2,3-dihydrobenzofuran-7-yl)acetate